C(C)(=O)[O-].[K+] Kalium ethanoat